C(C)C1C(C(=O)NCCC1)(N)CC diethyl-amino-caprolactam